C(#N)C=1[NH+]=C(NC1C#N)C(F)(F)F 4,5-dicyano-2-(trifluoromethyl)imidazolium